1,2-dimethyl-1-acetoxy-2-ethoxydisilane C[SiH]([SiH](OCC)C)OC(C)=O